C1(=CC=CC2=CC=CC=C12)CCBr β-naphthylethyl bromide